COC1C(NC(N1CCCC)=O)=O 5-methoxy-1-butylhydantoin